(rac)-6-(4-(tert-butyl)phenoxy)-2-azaspiro[3.4]Octane C(C)(C)(C)C1=CC=C(O[C@H]2CC3(CNC3)CC2)C=C1 |r|